COC(C1=CC(=CC=C1)C(C)(C)N)=O 3-(2-aminopropan-2-yl)benzoic acid methyl ester